BrN1CN(CN(C1)Br)Br 1,3,5-tribromo-1,3,5-triazinane